phenylacrylic acid butyl ester tetrafluoroborate F[B-](F)(F)F.C(CCC)OC(C(=C)C1=CC=CC=C1)=O